C(C)C(C(=O)O)(C)S.C(C)OC(C(C)S)=O ethyl-2-mercaptopropionate (ethyl 2-mercaptopropionate)